S=C1N(C=NN1)C1=CC=C(C=C1)S(=O)(=O)C=1C=C(C#N)C=CC1 3-((4-(5-thioxo-1,5-dihydro-4H-1,2,4-triazol-4-yl)phenyl)sulfonyl)benzonitrile